F[Si](CC)(CC)F difluorodiethyl-silane